(1,1,2,2-Tetrafluoroethyl)(2,2,3,3,3-pentafluoro-n-propyl) ether FC(C(F)F)(F)OCC(C(F)(F)F)(F)F